ClC1=CC(=CC(=C1)I)F 1-chloro-3-fluoro-5-iodobenzene